ClC=1C=C(C=C(C1C1(CC(=C(C2=CC=CC=C12)N)\N=N\[H])C(=O)O)Cl)C1=CC(=C(C(=C1)Cl)C1(CC(=C(C2=CC=CC=C12)N)\N=N\[H])C(=O)O)Cl 1,1'-(3,3',5,5'-tetrachloro[1,1'-biphenyl]-4,4'-diyl)bis{4-amino-3-[(E)-diazenyl]naphthalene-1-carboxylic acid}